1-(4-(((6-(piperidin-4-yl)pyridin-2-yl)oxy)-methyl)-3-fluoro-phenyl)ethan-1-one N1CCC(CC1)C1=CC=CC(=N1)OCC1=C(C=C(C=C1)C(C)=O)F